4-(2-cyclopropyl-4-fluorobenzyl)piperidine-4-carbonitrile hydrochloride Cl.C1(CC1)C1=C(CC2(CCNCC2)C#N)C=CC(=C1)F